3-(4-chloro-1H-indol-6-yl)-1-[3-methyl-1-(pyridin-2-yl)butyl]urea ClC1=C2C=CNC2=CC(=C1)NC(NC(CC(C)C)C1=NC=CC=C1)=O